[Si](C)(C)(C(C)(C)C)OCC(OC=1C=2N(C=C(C1)C=1C=NN(C1C)C1CC3(C1)CCN(CC3)C(=O)OC(C)(C)C)N=CC2C#N)C2=NC=C(C=C2)F tert-butyl 2-[4-[4-[2-[tert-butyl(dimethyl)silyl]oxy-1-(5-fluoro-2-pyridyl) ethoxy]-3-cyano-pyrazolo[1,5-a]pyridin-6-yl]-5-methyl-pyrazol-1-yl]-7-azaspiro[3.5]nonane-7-carboxylate